C(C)OC(=O)C=1C(=NNC1)C1(CC1)OC 3-(1-Methoxycyclopropyl)-1H-pyrazole-4-carboxylic acid ethyl ester